C(C)(C)(C)C1=CC=C(C=C1)[I+]C1=CC=C(C=C1)C(C)(C)C Bis(4-(tert-butyl)phenyl)iodonium